zirconium-titanium-calcium [Ca].[Ti].[Zr]